[Ru+2].C1(=CC=C(C=C1)C)C(C)C (p-cymene) ruthenium(II)